(S)-2-(3-hydroxy-3-methyl-4-(3-(trimethylsilyl)propoxy)butyl)-3,5,6-trimethylcyclohexa-2,5-diene-1,4-dione O[C@@](CCC=1C(C(=C(C(C1C)=O)C)C)=O)(COCCC[Si](C)(C)C)C